C(C)(C)(C)OC(=O)[C@@H]1CC[C@H](CC1)N1CCC(=CC1)C1=C(C=C(C=C1)[N+](=O)[O-])F trans-tert-butyl-4-(4-(2-fluoro-4-nitrophenyl)-3,6-dihydropyridin-1(2H)-yl)cyclohexane-1-carboxylate